C(CCCCCCCCCCCCC)(=O)C(CCCCCC(=O)O)CC(CCCCCCCCCCCCC)=O 7,8-dimyristoyl-octanoic acid